NC1=NC=2C=CC(=CC2C2=C1SC=C2)C(=O)N(CC2=NC=C(C=C2)C(F)(F)F)CC2=NC=CC=C2F 4-amino-N-((3-fluoro-2-pyridinyl)methyl)-N-((5-(trifluoromethyl)-2-pyridinyl)methyl)thieno[2,3-c]quinoline-8-carboxamide